CN1C(C=C(C2=CC=CC=C12)N1CCC(CC1)C1=CC=C(C=C1)OC(F)(F)F)=O 1-methyl-2-oxo-4-{4-[4-(trifluoromethoxy)phenyl]piperidin-1-yl}-1,2-dihydroquinoline